CC1=C(C(=O)OC(C2=C(C=CC=C2)C)=O)C=CC=C1 2-Methyl-benzoic acid anhydride